glutamine, ammonium salt [NH4+].N[C@@H](CCC(N)=O)C(=O)[O-]